5-chloro-N-(2,2-difluorocyclopentyl)-7-oxo-7,8-dihydro-6H-spiro[[1,3]oxazolo[5,4-f]quinazoline-9,1'-cyclohexane]-2-carboxamide ClC=1C=C2C(=C3C1NC(NC31CCCCC1)=O)OC(=N2)C(=O)NC2C(CCC2)(F)F